tert-butyl (6-ethynylpyridin-3-yl)carbamate C(#C)C1=CC=C(C=N1)NC(OC(C)(C)C)=O